CC(C(=O)OC(C)C)CC iso-propyl 2-methylbutyrate